C(#N)C1=CC=C(OC(C2=CC=C(C(=O)NCCOC)C=C2)C(NC=2OC3=C(N2)C=C(C(=C3)OC)OC)=O)C=C1 4-[(4-Cyano-phenoxy)-(5,6-dimethoxy-benzooxazol-2-ylcarbamoyl)-methyl]-N-(2-methoxy-ethyl)-benzamide